1-methyl-3-tetradecyl-1H-imidazol-3-ium bromide [Br-].CN1C=[N+](C=C1)CCCCCCCCCCCCCC